C(CCCCCCCCCC)C=C(C(=O)[O-])C#N n-undecyl-cyanoacrylate